3,6-dihydropyridin N1=CCC=CC1